N1(CCC1)CC1(CC1)NC(C(C)(C)C1=CC(=C(C=C1)Cl)F)=O N-(1-(azetidin-1-ylmethyl)cyclopropyl)-2-(4-chloro-3-fluorophenyl)-2-methylpropanamide